nickel (1,1'-bis(diphenylphosphino)propane) dichloride [Cl-].[Cl-].C1(=CC=CC=C1)P(C(CC)P(C1=CC=CC=C1)C1=CC=CC=C1)C1=CC=CC=C1.[Ni+2]